N1=C(C=CC=C1)C1(CN(CCC1)CC1=CC=C(C=C1)NC(C)=O)\C=C\C1=CC=CC=C1 (E)-N-(4-((3-(pyridin-2-yl)-3-styrylpiperidin-1-yl)methyl)phenyl)acetamide